FC(OC=1C=C(C=CC1)N1C(C(C2=CC(=CC=C12)C(=O)N[C@@H]1[C@@H](CCC1)S(=O)(=O)C)(C)C)=O)F 1-(3-(difluoromethoxy)phenyl)-3,3-dimethyl-N-((1S,2R)-2-(methylsulfonyl)cyclopentyl)-2-oxoindoline-5-carboxamide